NC1=NC=NN2C1=C(C=C2C=2C=C(C(=NC2)OC)C(=O)N[C@@H]2CN(C[C@@H]2F)C(C)CC(C(F)(F)F)O)C(F)(F)F 5-[4-Amino-5-(trifluoromethyl)pyrrolo[2,1-f][1,2,4]triazin-7-yl]-N-[(3R,4S)-4-fluoro-1-(5,5,5-trifluoro-4-hydroxypentan-2-yl)pyrrolidin-3-yl]-2-methoxypyridin-3-carboxamid